4-(2-Amino-2-methylpropanoyl)-N-(1-(4-((4-(2-aminopropan-2-yl)piperidin-1-yl)methyl)phenyl)-2-oxo-1,2-dihydropyrimidin-4-yl)piperazine-1-carboxamide hydrochloride salt Cl.NC(C(=O)N1CCN(CC1)C(=O)NC1=NC(N(C=C1)C1=CC=C(C=C1)CN1CCC(CC1)C(C)(C)N)=O)(C)C